ClC1=C(C(=O)Cl)C=CC(=C1COC1=CC(=NN1C)C)Cl 2,4-dichloro-3-((1,3-dimethyl-1H-pyrazol-5-oxy)methyl)benzoyl chloride